tert-butyl {3-[4-(3-hydroxypropyl)-1H-pyrazol-1-yl]bicyclo[1.1.1]pentan-1-yl}carbamate OCCCC=1C=NN(C1)C12CC(C1)(C2)NC(OC(C)(C)C)=O